CC(CC(=O)N1CNC(CC1C(=O)O)=O)(C)C 3-(3,3-dimethylbutyryl)-6-oxo-hexahydropyrimidine-4-carboxylic acid